5-bromo-3-fluoro-7-((1S,2S)-2-(1-(2,2,2-trifluoroethyl)-1H-indazol-6-yl)cyclopropyl)pyrazolo[1,5-a]pyrimidine BrC1=NC=2N(C(=C1)[C@@H]1[C@H](C1)C1=CC=C3C=NN(C3=C1)CC(F)(F)F)N=CC2F